3-[4-(2-oxopyrrolidin-1-yl)phenyl]-6-{4-[4-(propan-2-yl)piperazin-1-yl]phenyl}-1,2-dihydro-quinolin-2-one O=C1N(CCC1)C1=CC=C(C=C1)C=1C(NC2=CC=C(C=C2C1)C1=CC=C(C=C1)N1CCN(CC1)C(C)C)=O